ClC1=CN=C2C(=N1)NC=C2 3-chloro-5h-pyrrolo[2,3-b]pyrazine